CN1N=C(C(=C1)NC1=CC(=NC=N1)N1C=C(C2=CC(=CC=C12)NC(C=C)=O)C)C N-[1-[6-[(1,3-dimethylpyrazol-4-yl)amino]pyrimidin-4-yl]-3-methyl-indol-5-yl]prop-2-enamide